CC([C@@H](C(=O)N[C@H](C(N[C@H](C=O)C[C@H]1C(NCC1)=O)=O)CC(=C)C)NC(OCC1=CC=CC=C1)=O)C benzyl ((S)-3-methyl-1-(((S)-4-methyl-1-oxo-1-(((S)-1-oxo-3-((S)-2-oxopyrrolidin-3-yl)propan-2-yl)amino)pent-4-en-2-yl)amino)-1-oxobutan-2-yl)carbamate